ClC=1C(N(C(=CC1OCC1=NC=C(C=C1F)F)C)C1=CC(=NC=C1C)C1=NC(=NC=C1)C1CCOCC1)=O 3-chloro-4-((3,5-difluoropyridin-2-yl)methoxy)-5',6-dimethyl-2'-(2-(tetrahydro-2H-pyran-4-yl)pyrimidin-4-yl)-2H-[1,4'-bipyridin]-2-one